Tert-butyl (1RS,4RS,5RS)-5-hydroxy-2-azabicyclo[2.2.1]heptane-2-carboxylate O[C@H]1[C@H]2CN([C@@H](C1)C2)C(=O)OC(C)(C)C |r|